ammonium α-fluoroacrylate FC(C(=O)[O-])=C.[NH4+]